COC(CC1=CC(=C(C(=C1)C(C)(C)C)O)C(C)(C)C)=O (3,5-di-tert-butyl-4-hydroxyphenyl)acetic acid methyl ester